copper-manganese oxygen [O].[Mn].[Cu]